(benzochrysenyl-(benzophenanthrenyl))binaphthalene tert-butyl-(R)-(1-((3,4-bis(methoxy-d3)phenethyl)amino)-4,4-dimethyl-1-oxopentan-2-yl)(methyl)carbamate C(C)(C)(C)OC(N(C)[C@@H](C(=O)NCCC1=CC(=C(C=C1)OC([2H])([2H])[2H])OC([2H])([2H])[2H])CC(C)(C)C)=O.C1(=CC=CC2=C1C1=C3C=CC=CC3=CC=C1C=1C=CC=CC21)C=2C(=C1C=3C=CC=CC3C3=C(C1=CC2)C=CC=C3)C3=C(C2=CC=CC=C2C=C3)C3=CC=CC2=CC=CC=C32